O=C1NC(CCC1N1C(N(C2=C1C=CC(=C2)N2CC(C2)OCC(=O)O)C)=O)=O 2-[1-[1-(2,6-dioxo-3-piperidyl)-3-methyl-2-oxo-benzimidazol-5-yl]azetidin-3-yl]oxyacetic acid